n-decyl alcohol CCCCCCCCCCO